C12CN(CC2C1)C1=CC(=NC(=C1)S(=O)(=O)C)NC1=CC(=NC=C1C1=CC=C2C(=N1)OCC(O2)(C)C)NC(C)=O N-(4-((4-(3-azabicyclo[3.1.0]hexan-3-yl)-6-(methylsulfonyl)pyridin-2-yl)amino)-5-(2,2-dimethyl-2,3-dihydro-[1,4]dioxino[2,3-b]pyridin-6-yl)pyridin-2-yl)acetamide